Glycerol Distearate C(CCCCCCCCCCCCCCCCC)(=O)OCC(OC(CCCCCCCCCCCCCCCCC)=O)CO